3,3-difluoro-1-[2-[3-cis-(trifluoromethoxy)cyclobutoxy]ethyl]piperidin-4-amine TFA salt OC(=O)C(F)(F)F.FC1(CN(CCC1N)CCOC1(CCC1)OC(F)(F)F)F